C(=O)([O-])C(O)C(O)C(=O)[O-].[K+].[K+] dipotassium tartrat